3,4-diamino-2-fluorobenzonitrile NC=1C(=C(C#N)C=CC1N)F